C1CC(=O)N(C(=O)C1)Cl N-chloroglutarimide